N-[3-carbamoyl-4-(1,1,2,2,3,3,3-heptafluoropropyl)phenyl]-2-[(1-methyl-1H-1,2,3,4-tetrazol-5-yl)sulfanyl]-5-nitrobenzamide C(N)(=O)C=1C=C(C=CC1C(C(C(F)(F)F)(F)F)(F)F)NC(C1=C(C=CC(=C1)[N+](=O)[O-])SC1=NN=NN1C)=O